1-(4-chloro-3-(3-chloro-5-trifluoromethyl-2-pyridyloxy)phenyl)-3-(2,6-difluorobenzoyl)urea ClC1=C(C=C(C=C1)NC(=O)NC(C1=C(C=CC=C1F)F)=O)OC1=NC=C(C=C1Cl)C(F)(F)F